BrC1=C(C(=CC(=C1)C)C(NC)=O)NC(=O)C1(OCCC1)C N-(2-bromo-4-methyl-6-(methylcarbamoyl)phenyl)-2-methyltetrahydrofuran-2-carboxamide